lysinamid N[C@@H](CCCCN)C(=O)N